N-(3,5-dichloro-4-(2,6-dioxopiperidin-3-yl)benzyl)-4-(1H-indazol-6-yl)tetrahydro-2H-pyran-4-carboxamide ClC=1C=C(CNC(=O)C2(CCOCC2)C2=CC=C3C=NNC3=C2)C=C(C1C1C(NC(CC1)=O)=O)Cl